4-(4-methyl-3-penten-1-yl)-3-cyclohexenecarbaldehyde CC(=CCCC1=CCC(CC1)C=O)C